(3R,4S)-4-(5-(tert-butyl)-3-((7-chloro-1-methyl-6-(pyrazolo[1,5-a]pyrazin-3-yloxy)-1H-imidazo[4,5-b]pyridin-2-yl)amino)-1H-pyrazol-1-yl)tetrahydrofuran-3-ol C(C)(C)(C)C1=CC(=NN1[C@@H]1[C@H](COC1)O)NC=1N(C=2C(=NC=C(C2Cl)OC=2C=NN3C2C=NC=C3)N1)C